OS(=O)(=O)C(F)(F)F.ON=C(O)C=1C(=CC=C2C=CC=CC12)C(=O)O (N-hydroxynaphthalenedicarboxylic acid) imine triflate